C(C(=C)C)(=O)OCCOCCN=C=O 2-(2-methacryloxyethoxy)ethyl isocyanate